N-(5-chloro-2-(2-methoxyethoxy)phenyl)-2-(2-fluorophenyl)acetamide ClC=1C=CC(=C(C1)NC(CC1=C(C=CC=C1)F)=O)OCCOC